9-bromo-1-isobutyl-8-methoxy-5,6-dihydroimidazo[5,1-a]isoquinoline-3-carboxylic acid BrC1=C(C=C2CCN3C(C2=C1)=C(N=C3C(=O)O)CC(C)C)OC